4-(3-ethoxyphenyl)thiophen C(C)OC=1C=C(C=CC1)C=1C=CSC1